ClC1=C(C(=CC=C1)Cl)C1=NOC(=C1CO)C1=CC=CC=C1 3-(2,6-dichlorophenyl)-4-hydroxymethyl-5-phenylisoxazole